C(C)(C)(C)OC(NC(COC1=CC(=C(C=C1)C)C(NC1(CC1)C1=C2C=CC=NC2=CC(=C1)C)=O)C)=O tert-butyl(1-(4-methyl-3-((1-(7-methylquinolin-5-yl)cyclopropyl) carbamoyl)phenoxy)propan-2-yl)carbamate